BrC=1N=CC(=NC1)N(C(OC(C)(C)C)=O)C tert-butyl (5-bromopyrazin-2-yl)(methyl)carbamate